erucic monoamide C(CCCCCCCCCCC\C=C/CCCCCCCC)(=O)N